ClC1=C(C=CC=C1S(=O)(=O)C1=CC=C(C=C1)Cl)S(=O)(=O)C1=CC=C(C=C1)Cl.[P].[Ni] nickel phosphorus 1-chloro-2,6-bis-(4-chlorophenyl-sulphonyl)-benzene